2-methoxy-N-(2-(2,2,2-trifluoroethoxy)phenethyl)acetamide COCC(=O)NCCC1=C(C=CC=C1)OCC(F)(F)F